CN(C)[Sn](CCC)(CCC)N(C)C Bis(dimethylamino)dipropyl-tin